pyridin-1-yl trifluoromethanesulfonate FC(S(=O)(=O)ON1CC=CC=C1)(F)F